(6aR,9R)-N,N-diethyl-7-(4-methoxybenzyl)-4,6,6a,7,8,9-hexahydroindolo[4,3-fg]quinoline-9-carboxamide hemitartrate C(=O)(O)C(O)C(O)C(=O)O.C(C)N(C(=O)[C@H]1CN([C@@H]2CC=3C4=C(C2=C1)C=CC=C4NC3)CC3=CC=C(C=C3)OC)CC.C(C)N(C(=O)[C@H]3CN([C@@H]4CC=1C2=C(C4=C3)C=CC=C2NC1)CC1=CC=C(C=C1)OC)CC